NC1=NC2=C(N1)C(=CC=C2)C=2C(=C(C(=CC2)S(=O)(=O)[C@@H](CN)CO)S(=O)(=O)N)C2=NN=NN2 (S)-3-(2-amino-1H-benzo[d]imidazol-7-yl)-6-((1-amino-3-hydroxypropan-2-yl)sulfonyl)-2-(1H-tetrazol-5-yl)benzenesulfonamide